N1N=CC(=C1)C1=CC=C(C=C1)NC1=NC(=NC=C1)C=1C=C2CN(CC2=CC1)C([C@@H]1N(CCC1)C)=O 5-(4-((4-(1H-pyrazol-4-yl)phenyl)amino)pyrimidin-2-yl)-2-(methyl-D-prolyl)isoindoline